N-[4-hydroxyoxolan-3-yl]-2-methyl-5-{[2-(trifluoromethyl)pyridin-3-yl]methoxy}-2H-indazole-3-carboxamide OC1C(COC1)NC(=O)C=1N(N=C2C=CC(=CC12)OCC=1C(=NC=CC1)C(F)(F)F)C